F[P-](F)(F)(F)(F)F.C(#N)C(C(=O)OCC)=NOC(=[N+]1CCCC1)N1CCOCC1 1-((1-cyano-2-ethoxy-2-oxoethylideneaminooxy)(morpholino)methylene)pyrrolidinium hexafluorophosphate